1,2,3,4-O-tetraacetyl-α,β-L-rhamnose C(C)(=O)C1(O)[C@](O)([C@](O)([C@@H](OC(C)=O)[C@@H](O1)C)C(C)=O)C(C)=O